{1-[2,6-difluoro-4-(4-propoxy-6-trifluoromethyl-pyrimidin-2-yl)-phenyl]-piperidin-4-yl}-acetic acid FC1=C(C(=CC(=C1)C1=NC(=CC(=N1)OCCC)C(F)(F)F)F)N1CCC(CC1)CC(=O)O